6-bromo-2-((cis)-2,6-dimethylmorpholino)pyridin-3-amine BrC1=CC=C(C(=N1)N1C[C@@H](O[C@@H](C1)C)C)N